ClCC(CC1(N(C[C@@H](C1)F)C(=O)OC(C)(C)C)C(=O)OC)=C 1-(tert-butyl) 2-methyl (4R)-2-(2-(chloromethyl) allyl)-4-fluoropyrrolidine-1,2-dicarboxylate